COC(C1=C(C=CC=C1)NC(C)C=1C=C(C=C2C(C(=C(OC12)SCC)C)=O)C)=O [1-(2-ethylsulfanyl-3,6-dimethyl-4-oxo-chromen-8-yl)ethylamino]Benzoic acid methyl ester